CN1CCC(CC1)NC(=O)C1=NC(=CC=C1)C1=C(C=CC=C1)NC(C=C)=O N-(1-methylpiperidin-4-yl)-6-[2-(prop-2-enamido)phenyl]pyridine-2-carboxamide